tert-butyl 4-[8-(5-hydroxypentyl)-2-methylsulfinyl-7-oxo-pyrido[2,3-d]pyrimidin-6-yl]-8-methyl-2,3-dihydroquinoxaline-1-carboxylate OCCCCCN1C(C(=CC2=C1N=C(N=C2)S(=O)C)N2CCN(C1=C(C=CC=C21)C)C(=O)OC(C)(C)C)=O